CN(C)C(=S)SSC(=S)N(C)C The molecule is an organic disulfide that results from the formal oxidative dimerisation of N,N-dimethyldithiocarbamic acid. It is widely used as a fungicidal seed treatment. It has a role as an antibacterial drug, an antiseptic drug and an antifungal agrochemical. It contains a dimethyldithiocarbamate. It derives from a dimethyldithiocarbamic acid.